ClC1=C(C=CC(=C1)F)C1=CC2=C(N=C(N=C2)NC2=CC(=CC=C2)S(=O)(=O)C)N(C1=O)C 6-(2-chloro-4-fluorophenyl)-8-methyl-2-((3-(methylsulfonyl)phenyl)amino)pyrido[2,3-d]pyrimidin-7(8H)-one